FC1=C(C=CC=C1C)C(C)N[S@@](=O)C(C)(C)C (S)-N-(1-(2-fluoro-3-methylphenyl)ethyl)-2-methylpropane-2-sulfinamide